1-vinyl-5,5-dimethyl-bicyclo[2.1.1]Hexane C(=C)C12CCC(C1(C)C)C2